3-((3S,4R)-1-benzyl-4-(hydroxymethyl)pyrrolidin-3-yl)-4-methylbenzoic acid ethyl ester C(C)OC(C1=CC(=C(C=C1)C)[C@H]1CN(C[C@@H]1CO)CC1=CC=CC=C1)=O